C(C1=CC=CC=C1)N1CC=2N(CC1)C=NC2 7-benzyl-5,6,7,8-tetrahydroimidazo[1,5-a]pyrazine